7-((5-chloropyridin-2-yl)methyl)-1-(3-hydroxypropyl)-8-(4-methoxyphenyl)-3-methyl-1H-purine-2,6(3H,7H)-dione ClC=1C=CC(=NC1)CN1C(=NC=2N(C(N(C(C12)=O)CCCO)=O)C)C1=CC=C(C=C1)OC